3-Methylimidazo[1,2-a]pyridine-5-carbaldehyde CC1=CN=C2N1C(=CC=C2)C=O